COC=1C=C(C=CC1NCC#CC=1N(C2=CC=CC(=C2C1)NC1CCC(CC1)N(CC)CC)CC(F)(F)F)S(=O)(=O)N 3-methoxy-4-{[3-(4-{[(1S,4S)-4-(diethylamino)cyclohexyl]amino}-1-(2,2,2-trifluoroethyl)-1H-indol-2-yl)prop-2-yn-1-yl]amino}benzene-1-sulfonamide